BrC=1C=CC(=NC1OC)N1C(C2(CC1)CC1=CC=C(C=C1C2)OC)=O (5-bromo-6-methoxypyridin-2-yl)-5-methoxy-1,3-dihydrospiro[indene-2,3'-pyrrolidine]-2'-one